5-(6-(1H-tetrazol-5-yl)-2H-indazol-2-yl)-2-(piperidin-1-yl)-N-(p-tolyl)benzamide N1N=NN=C1C=1C=CC2=CN(N=C2C1)C=1C=CC(=C(C(=O)NC2=CC=C(C=C2)C)C1)N1CCCCC1